C(C)(CC)C1C(NC2=C(CN1C(=O)C1=NC=NN1)C=C(C=C2)F)=O 3-(sec-butyl)-7-fluoro-4-(1H-1,2,4-triazole-5-carbonyl)-1,3,4,5-tetrahydro-2H-benzo[1,4]diazepin-2-one